N1N=CC(=C1)NC=1C=2N(C=CC1)C(=CN2)C#CC=2C=C(C(=O)NC1=CC=CC=C1)C=CC2 3-((8-((1H-pyrazol-4-yl)amino)imidazo[1,2-a]pyridin-3-yl)ethynyl)-N-phenylbenzamide